CN1CCN(CC1)C1=CC=C(C=C1)NC1=NC2=C(C=CC=C2C=N1)C1=NC=CC(=C1)NC(C#C)=O N-(2-(2-((4-(4-methylpiperazin-1-yl)phenyl)amino)quinazolin-8-yl)pyridin-4-yl)propynamide